tri(allyloxy)(vinyl)silane C(C=C)O[Si](C=C)(OCC=C)OCC=C